4-((4-Cyclopropyl-2-(N-methylmethanesulfonamido)phenyl)amino)-6-((2,6-dimethylpyrimidin-4-yl)amino)-N-Ethoxynicotinamide C1(CC1)C1=CC(=C(C=C1)NC1=CC(=NC=C1C(=O)NOCC)NC1=NC(=NC(=C1)C)C)N(S(=O)(=O)C)C